(3-(trifluoromethyl)cyclohexyl)methylamine FC(C1CC(CCC1)CN)(F)F